FCCCN1CC(C1)CC1=CC=C(C=C1)C1=C(CCCC2=C1C=CC(=C2)C(=O)O)C2=CC=CC=1CCCCC21 (l)-9-(4-((1-(3-fluoropropyl)azetidin-3-yl)methyl)phenyl)-8-(5,6,7,8-tetrahydronaphthalen-1-yl)-6,7-dihydro-5H-benzo[7]annulene-3-carboxylic acid